FC1=CC=C(C=C1)S(=O)(=O)N1CCCC2=CC(=CC=C12)C1(CCCCC1)S(=O)(=O)N (1-((4-fluorophenyl)sulfonyl)-1,2,3,4-tetrahydroquinolin-6-yl)cyclohexanesulfonamide